BrC(CC[Si](OC)(OC)OC)(Br)Br 3,3,3-tribromopropyltrimethoxysilane